diethyl (R)-(2-(3-((1-(2-(4,4-dimethylpentyl)-5-methoxyphenyl)piperidin-4-yl)methoxy)phenyl)propyl)phosphonate CC(CCCC1=C(C=C(C=C1)OC)N1CCC(CC1)COC=1C=C(C=CC1)[C@H](CP(OCC)(OCC)=O)C)(C)C